methyl (S)-3-((2-amino-4-methyl-6-((1-(methylthio) hept-3-yl) amino)-pyrimidin-5-yl) methyl)-4-methoxybenzoate NC1=NC(=C(C(=N1)C)CC=1C=C(C(=O)OC)C=CC1OC)N[C@H](CCSC)CCCC